BrC=1C(=C(NC)C(=CC1)Cl)[N+](=O)[O-] 3-bromo-6-chloro-N-methyl-2-nitroaniline